CN(CCN1N=NC2=C1C=CC(=C2C)[C@H](CC(=O)[O-])C=2C=C(C1=C(C=CS1)C2)CN2C[C@H](OC1=C(C2)N=C(C=C1)O)CC)C (3R)-3-{1-[2-(dimethylamino)ethyl]-4-methyl-1H-benzotriazol-5-yl}-3-(7-{[(2R)-2-Ethyl-7-hydroxy-2,3-dihydropyrido[2,3-f][1,4]oxazepin-4(5H)-yl]methyl}-1-benzothiophen-5-yl)propanoate